COC(=O)C1=CNC2=CC(=C(C=C12)C=1SC(=CC1)C1(CCC1)O)Cl 6-chloro-5-(5-(1-hydroxycyclobutyl)thiophen-2-yl)-1H-indole-3-carboxylic acid methyl ester